1-METHOXYCYCLOPENTANE-1-CARBOXYLIC ACID COC1(CCCC1)C(=O)O